[Na].C(C)C=1NC=CN1 ethylimidazole sodium